N1=CC=CC(=C1)CO 5-pyridinemethanol